((((7-(3-(aminomethyl)-2-fluorophenyl) benzofuran-2,5-diyl) bis(methylene)) bis(oxy)) bis(2,1-phenylene)) diacetate C(C)(=O)OC1=C(C=CC=C1)OCC=1OC2=C(C1)C=C(C=C2C2=C(C(=CC=C2)CN)F)COC2=C(C=CC=C2)OC(C)=O